ClC1=NC=C(C(=N1)OC1=CN=C2C=3C=4NC[C@H](NC(C4SC3C=CC2=N1)=O)C)C#N 2-chloro-4-{[(15R)-15-methyl-13-oxo-11-thia-3,6,14,17-tetraazatetracyclo[8.8.0.02,7.012,18]octadeca-1(10),2,4,6,8,12(18)-hexaen-5-yl]oxy}pyrimidine-5-carbonitrile